O=C1C2=C(N=C(N1)C1C(CC1)C1=NC=CC=N1)N(N=C2C#N)C(C)C2=CN=C(S2)C(F)(F)F 4-oxo-6-(2-(pyrimidin-2-yl)cyclobutyl)-1-(1-(2-(trifluoromethyl)thiazol-5-yl)ethyl)-4,5-dihydro-1H-pyrazolo[3,4-d]pyrimidine-3-carbonitrile